Cl.C(C1=CC=CC=C1)OC1=CC=C(C=C1)C1=NOC(=N1)CCCN 3-(3-(4-(benzyloxy)phenyl)-1,2,4-oxadiazol-5-yl)propan-1-amine hydrochloride